O=C1NC(CCC1N1C(C2=CC=C(C=C2C1=O)N1CC2(CC(C2)N2CCN(CC2)C=2C=C(C=CC2)S(=O)(=O)NC2=NOC3=C2C(=CC(=C3)CN3N=CC=C3)OC)CC1)=O)=O 3-[4-[6-[2-(2,6-dioxopiperidin-3-yl)-1,3-dioxoisoindol-5-yl]-6-azaspiro[3.4]oct-2-yl]piperazin-1-yl]-N-[4-methoxy-6-(pyrazol-1-ylmethyl)-1,2-benzooxazol-3-yl]benzenesulfonamide